FC1=C(C(=C(C=C1OC)OC)F)C1=CC2=C(N=C(N=C2)N[C@H]2[C@H](COC2)NC(C=C)=O)C(=N1)NCCN1CCN(CC1)C N-((3R,4S)-4-((6-(2,6-difluoro-3,5-di-methoxyphenyl)-8-((2-(4-methylpiperazin-1-yl)ethyl)amino)pyrido[3,4-d]pyrimidin-2-yl)amino)tetrahydro-furan-3-yl)acrylamide